2-((2R,3R)-3-aminotetrahydro-2H-pyran-2-yl)-3-bromo-5-chloro-1-(difluoromethyl)-N-(thiophen-2-ylmethyl)-1H-pyrrolo[3,2-b]pyridin-7-amine N[C@H]1[C@@H](OCCC1)C1=C(C2=NC(=CC(=C2N1C(F)F)NCC=1SC=CC1)Cl)Br